C(#N)[C@H](C[C@@H]1C(NCC1)=O)NC(=O)[C@@H]1N([C@H]2CC([C@@H]1CC2)(F)F)C([C@@](C)(C2=CC=CC=C2)O)=O (1R,3R,4R)-N-((S)-1-cyano-2-((R)-2-oxopyrrolidin-3-yl)ethyl)-5,5-difluoro-2-((R)-2-hydroxy-2-phenylpropanoyl)-2-azabicyclo[2.2.2]octane-3-carboxamide